(2S)-2-(2-isopropoxyphenyl)piperidine C(C)(C)OC1=C(C=CC=C1)[C@H]1NCCCC1